C(C)(C)(C)C1=CC=C(CNC2=NC(=C(N=C2)C2=CC=CC=C2)C2=CC=CC=C2)C=C1 N-(4-(tert-butyl)benzyl)-5,6-diphenylpyrazin-2-amine